C(C)(C)(C)OC(=O)N[C@@H]([C@@H](C(=O)N[C@H](C(=O)O)C1=CC(=C(C=C1)F)C(F)(F)F)O)CC1=CC=CC=C1 (S)-2-((2S,3R)-3-((tert-butoxycarbonyl)amino)-2-hydroxy-4-phenylbutanamido)-2-(4-fluoro-3-(trifluoromethyl)phenyl)acetic acid